pentamethylcyclopentadienylcyclopentadienylmethane CC1=C(C(=C(C1(CC1C=CC=C1)C)C)C)C